C(C)(C)(C)OC(N(C)C1=NC=C(C(=C1[N+](=O)[O-])Cl)Br)=O (5-bromo-4-chloro-3-nitropyridin-2-yl)(methyl)carbamic acid tert-butyl ester